(±)-6-fluoro-chroman-2-carboxylic acid methyl ester COC(=O)[C@@H]1OC2=CC=C(C=C2CC1)F |r|